2-butyl-1-(4-methoxybenzyl)-7-(1H-pyrazol-3-yl)-1H-imidazo[4,5-d]pyridazin-4-amine C(CCC)C1=NC=2C(=C(N=NC2N)C2=NNC=C2)N1CC1=CC=C(C=C1)OC